6-chloro-N-(1H-indol-2-ylmethyl)-3-isopropyl-[1,2,4]triazolo[4,3-b]pyridazin-8-amine ClC=1C=C(C=2N(N1)C(=NN2)C(C)C)NCC=2NC1=CC=CC=C1C2